5-[1-[1-[5-[5-(difluoromethyl)-1,3,4-oxadiazol-2-yl]thiophen-2-yl]butyl]triazol-4-yl]pyridin-2-amine FC(C1=NN=C(O1)C1=CC=C(S1)C(CCC)N1N=NC(=C1)C=1C=CC(=NC1)N)F